2-(4-(allyloxy)styryl-4,6-dimethoxyphenyl)-1-(4-chlorobenzyl)-1H-imidazole C(C=C)OC1=CC=C(C=CC2=C(C(=CC(=C2)OC)OC)C=2N(C=CN2)CC2=CC=C(C=C2)Cl)C=C1